methyl-(naphthyl)dipentoxysilane (5R)-tert-butyl-2-(3,5-dichlorophenyl)-5-methyl-3-oxopiperazine-1-carboxylate C(C)(C)(C)OC(=O)N1C(C(N[C@@H](C1)C)=O)C1=CC(=CC(=C1)Cl)Cl.C[Si](OCCCCC)(OCCCCC)C1=CC=CC2=CC=CC=C12